C(C)(=O)N1CC(C1)N1C(=NC(=C1)C(F)(F)F)C1=CC=C(CN2C3=NC(=NC=C3NC2=O)C2=C(C=CC=C2)C(C)C)C=C1 9-(4-(1-(1-acetylazetidin-3-yl)-4-(trifluoromethyl)-1H-imidazol-2-yl)benzyl)-2-(2-isopropylphenyl)-7,9-dihydro-8H-purin-8-one